(2R)-2-{[(1,2,3,5,6,7-hexa-hydro-s-indacen-4-yl)-carbamoyl]oxy}-3-(1H-pyrazol-1-yl)propanoic acid C1CCC2=C(C=3CCCC3C=C12)NC(=O)O[C@@H](C(=O)O)CN1N=CC=C1